CC1=C(C(=NN1)C)C1NCCC1 dimethyl-4-(pyrrolidin-2-yl)-1H-pyrazole